2-(1-(3-chlorophenyl)ethoxy)propan ClC=1C=C(C=CC1)C(C)OC(C)C